CC(CCCCCCCCCCCCCC)(O)O hexadecane-2,2-diol